2-(3-(trifluoromethyl)-1H-pyrazol-1-yl)acetonitrile FC(C1=NN(C=C1)CC#N)(F)F